(9H-fluoren-9-yl)methyl ((3R-5S)-5-((6-bromopyridin-2-yl)carbamoyl)pyrrolidin-3-yl)carbamate BrC1=CC=CC(=N1)NC(=O)[C@@H]1C[C@H](CN1)NC(OCC1C2=CC=CC=C2C=2C=CC=CC12)=O